CC(C)(C)C12C3(C1(C23C(C)(C)C)C(C)(C)C)C(C)(C)C The molecule is a polycyclic alkane that is tetrahedrane in which each of the hydrogens is substituted by a tert-butyl group. It derives from a hydride of a tetrahedrane.